BrC1=C(C=C(S1)COC1=CC=CC(=N1)C1=CC(=C(C=C1F)CC=1N(C2=C(N1)C=CC(=C2)C(=O)OC)C[C@H]2OCC2)F)F Methyl 2-[[4-[6-[(5-bromo-4-fluoro-2-thienyl)methoxy]-2-pyridyl]-2,5-difluoro-phenyl]methyl]-3-[[(2S)-oxetan-2-yl]methyl]benzimidazole-5-carboxylate